C(C(C(C(F)(F)F)(F)F)(F)F)(C(C(F)(F)F)(F)F)(F)F The molecule is a fluoroalkane that is hexane in which all of the hydrogens have been replaced by fluorines. It has a role as a radioopaque medium and a non-polar solvent. It is a fluorocarbon, a fluoroalkane and a volatile organic compound. It derives from a hydride of a hexane.